1-methyl-2,3-dihydro-1H-pyrrolo[3,2-c]pyridine CN1CCC=2C=NC=CC21